[Na].OC1[C@H](O)[C@@H](O)[C@H](O[C@H]2[C@H](O)[C@@H](O)[C@@H](O)[C@H](O2)CO)[C@H](O1)CO lactose, sodium salt